4-(5-amino-6-methoxypyrazolo[1,5-a]pyridin-2-yl)-1,1,1-trideuterio-2-(trideuteriomethyl)butan-2-ol NC1=CC=2N(C=C1OC)N=C(C2)CCC(C([2H])([2H])[2H])(O)C([2H])([2H])[2H]